C(CCC)OC=1C(=C(C=CC1)O)C1=CC=CC=C1 butoxy-o-phenylphenol